BrC=1C=NN(C1)C1(CCN(CC1)C(=O)OC(C)(C)C)C(=O)O 4-(4-bromopyrazol-1-yl)-1-t-butoxycarbonyl-piperidine-4-carboxylic acid